2-(((tert-Butyldimethylsilyl)oxy)methyl)-5-((6-(3-(difluoromethyl)-4-fluorophenyl)-1H-pyrazolo[4,3-b]pyridin-1-yl)methyl)-1,3,4-oxadiazole [Si](C)(C)(C(C)(C)C)OCC=1OC(=NN1)CN1N=CC2=NC=C(C=C21)C2=CC(=C(C=C2)F)C(F)F